NC1=NC=2C=C(C(=CC2C2=C1COC2)C(=O)N([C@@H]2CCC1=CC(=CC=C21)C(F)(F)F)[C@@H](C)C2=NC=CC=N2)F 4-amino-7-fluoro-N-((S)-1-(pyrimidin-2-yl)ethyl)-N-((R)-5-(trifluoromethyl)-2,3-dihydro-1H-inden-1-yl)-1,3-dihydrofuro[3,4-c]quinolin-8-carboxamide